6'-amino-N-(1-(2-(2-methoxyethoxy)ethyl)-3-(pyridin-2-yl)-1H-pyrazol-4-yl)-[2,3'-bipyridine]-6-carboxamide NC1=CC=C(C=N1)C1=NC(=CC=C1)C(=O)NC=1C(=NN(C1)CCOCCOC)C1=NC=CC=C1